(9H-fluoren-9-yl)methyl (2-((tert-butoxycarbonyl)amino)ethyl)((2-chloro-[1,1'-biphenyl]-4-yl)methyl)carbamate C(C)(C)(C)OC(=O)NCCN(C(OCC1C2=CC=CC=C2C=2C=CC=CC12)=O)CC1=CC(=C(C=C1)C1=CC=CC=C1)Cl